(4S,5S)-ethyl 5-(2-chlorothiazol-5-yl)-2,2-dimethyl-1,3-dioxolane-4-carboxylate ClC=1SC(=CN1)[C@@H]1[C@H](OC(O1)(C)C)C(=O)OCC